C(C=C)OC=1C=C2C(=CNC2=CC1)CCNC(C)=O N-(2-(5-(Allyloxy)-1H-indol-3-yl)ethyl)acetamide